[N+](=O)([O-])C1=CC(=C(C(=N)N)C=C1)N1CCC2(CC2)CC1 4-nitro-2-(6-azaspiro[2.5]oct-6-yl)benzamidine